ClC1=CC(=C(N=N1)N1C[C@H](CC1)N(C(OC(C)(C)C)=O)C1CCC1)C tert-butyl N-[(3S)-1-(6-chloro-4-methylpyridazin-3-yl)pyrrolidin-3-yl]-N-cyclobutylcarbamate